FC(C1=CC=C(C=C1)NC(=O)N1CCCCC1)(F)F N-[4-trifluoromethyl-phenyl]piperidine-1-carboxamide